(2-(N-(tert-butyl)sulfamoyl)-5-isobutyl-thiophen-3-yl)boric acid C(C)(C)(C)NS(=O)(=O)C=1SC(=CC1OB(O)O)CC(C)C